NCCN1N=C2C(=N1)C(=C1C(=C2F)CC(C1)CN1CCC2(CN(C(O2)=O)C2=NC3=C(OCC(N3)=O)N=C2)CC1)F 6-[8-[[2-(2-aminoethyl)-4,8-difluoro-6,7-dihydro-5H-cyclopenta[f]benzotriazol-6-yl]methyl]-2-oxo-1-oxa-3,8-diazaspiro[4.5]decan-3-yl]-4H-pyrazino[2,3-b][1,4]oxazin-3-one